1,1,1,3-tetrafluoro-2-chloropropane FC(C(CF)Cl)(F)F